piperidine TFA salt OC(=O)C(F)(F)F.N1CCCCC1